N1C[C@@H](CCC1)NC1=NC(=CC=C1)C1=CN=C2N1N=C(C=C2)C=2C=NN1C2C=CC=C1 (R)-N-(piperidin-3-yl)-6-(6-(pyrazolo[1,5-a]pyridin-3-yl)imidazo[1,2-b]pyridazin-3-yl)pyridin-2-amine